3-({[(4R)-7-[(3-fluorophenyl)(methyl)amino]-3,4-dihydro-2H-1-benzopyran-4-yl]methyl}amino)pyridine-4-carboxylic acid FC=1C=C(C=CC1)N(C1=CC2=C([C@@H](CCO2)CNC=2C=NC=CC2C(=O)O)C=C1)C